COC1=NC=C(C=C1)C1C=C(CCO1)B1OC(C(O1)(C)C)(C)C 2-methoxy-5-[4-(4,4,5,5-tetramethyl-1,3,2-dioxaborolan-2-yl)-3,6-dihydro-2H-pyran-6-yl]pyridine